1-[3-[4-Hydroxy-2-(2-methoxyethyl)-5-methyl-pyrazol-3-yl]-1H-1,2,4-triazol-5-yl]-5-methyl-pyrazolo[3,4-c]pyridine-3-carboxamide OC1=C(N(N=C1C)CCOC)C1=NNC(=N1)N1N=C(C=2C1=CN=C(C2)C)C(=O)N